methylenebis(2-cyclohexyl-5-methylphenol) C(C=1C(=C(C=C(C1)C)O)C1CCCCC1)C=1C(=C(C=C(C1)C)O)C1CCCCC1